C(C)N1C([C@@H](OC2(C1)CCN(CC2)CC2=CC=C(C=C2)F)C)=O (S)-4-Ethyl-9-(4-fluorobenzyl)-2-methyl-1-oxa-4,9-diazaspiro[5.5]undecan-3-on